CN1N=CC(=C1)NC1=NC=CC(=N1)C=1C=CC(=C2C=CNC12)NC(=O)C1CC1 N-(7-(2-((1-methyl-1H-pyrazol-4-yl)amino)pyrimidin-4-yl)-1H-indole-4-yl)cyclopropanecarboxamide